C(C)(C)(C)OC(=O)N1C[C@@H](CC1)N1N=CC(=C1)[N+](=O)[O-] (R)-3-(4-nitro-1H-pyrazol-1-yl)pyrrolidine-1-carboxylic acid tert-butyl ester